(6-chloro-1,1-dioxo-3,4-dihydro-2H-benzo[e][1,2]thiazin-2-yl)-3-(6-fluoro-2,3-dimethylphenyl)butan-hydrazide ClC=1C=CC2=C(CCN(S2(=O)=O)C(C(=O)NN)C(C)C2=C(C(=CC=C2F)C)C)C1